CCCCCCCCCCCCCC(=O)C Pentadecanone